4-amino-5-(2-fluoro-4-phenoxyphenyl)imidazole NC=1N=CNC1C1=C(C=C(C=C1)OC1=CC=CC=C1)F